FC1(OC=2C(=CC=3C[C@H](N([C@@H](C3C2)C2=C(C=C(C=C2F)N[C@@H]2CN(CC2)CCCF)F)CC(F)(F)F)C)O1)F (S)-N-(4-((5S,7R)-2,2-difluoro-7-methyl-6-(2,2,2-trifluoroethyl)-5,6,7,8-tetrahydro-[1,3]dioxolano[4,5-g]isoquinolin-5-yl)-3,5-difluorophenyl)-1-(3-fluoropropyl)pyrrolidin-3-amine